bisisodecyloxypentaerythritol diphosphite OP(O)OP(O)O.C(CCCCCCC(C)C)OC(O)(C(CO)(CO)CO)OCCCCCCCC(C)C